CC1=NC(=CC(=C1)C1=C(C2=C(N1)C=C(S2)C=2C=NC(=CC2)N2CCNCC2)C(C)C)C 5-(2,6-dimethyl-4-pyridyl)-6-isopropyl-2-(6-piperazin-1-yl-3-pyridyl)-4H-thieno[3,2-b]pyrrole